1-{6-chloro-2-[(5-chloro-1-cyclopropyl-1H-pyrazol-4-yl)amino]quinazolin-7-yl}piperidin-4-ol ClC=1C=C2C=NC(=NC2=CC1N1CCC(CC1)O)NC=1C=NN(C1Cl)C1CC1